BrC1=C(C(=NC=C1)F)F bromo-2,3-difluoro-pyridine